C(C)(C)(C)OC(C(CC=1C=C(C=CC1)C1=CC(=CC=C1)C(=O)Cl)(C)C)=O 3-(3'-(Chlorocarbonyl)-[1,1'-Biphenyl]-3-yl)-2,2-dimethylpropionic acid tert-butyl ester